C/C=C(/CC[C@@H](C)[C@H]1CC[C@@H]2[C@@]1(CC[C@H]3C2=CC[C@@H]4[C@@]3(CC[C@@H]([C@H]4C=O)O)C)C)\\C(C)C The molecule is a 3beta-sterol that is (24Z)-stigmasta-7,24(28)-diene which is substituted at the 3beta and 4alpha positions by hydroxy and formyl groups, respectively. It is a member of phytosterols, a 3beta-sterol, a Delta(7)-sterol and a 4alpha-formyl steroid. It derives from a 4alpha-formyl-ergosta-7,24(28)-dien-3beta-ol and a 4alpha-hydroxymethyl-stigmasta-7,24(24(1))-dien-3beta-ol.